C(C)(=O)NC1=C(C(=O)NC2=NC=CC=C2)C=CC=C1 acetamido-N-(pyridin-2-yl)benzamide